N-butyl-pyridin C(CCC)N1CC=CC=C1